2-((7-bromo-4-oxo-5-(methoxy)-3,4-dihydrophthalazin-1-yl)methyl)isoindoline-1,3-dione BrC1=CC(=C2C(NN=C(C2=C1)CN1C(C2=CC=CC=C2C1=O)=O)=O)OC